C1(CC1)N1N=CC(=N1)C1=CC=C(C=C1)C(C#N)O[Si](C)(C)C 2-(4-(2-cyclopropyl-2H-1,2,3-triazol-4-yl)phenyl)-2-((trimethylsilyl)oxy)acetonitrile